N-ethyl-N-methyl-ethylenediamine C(C)N(CCN)C